C(COCC=O)=O Diglycolic hydride